9,10-dihydro-9-oxa-10-[2,3-di(2-hydroxyethoxy)hydroxypropyl]-10-phosphaphenanthrene-10-oxide OCCOC(CP1(OC2=CC=CC=C2C=2C=CC=CC12)=O)C(OCCO)O